(E)-N-phenyl-N-(thiophen-2-ylmethyl)-3-p-tolyl-acrylamide C1(=CC=CC=C1)N(C(\C=C\C1=CC=C(C=C1)C)=O)CC=1SC=CC1